ClC1=C(C=C(C(=C1)F)OC)C1=CC=2N(C(N(C(C2S1)=O)C=1C2=C(C=NC1)C=NN2C)=O)C 6-(2-chloro-4-fluoro-5-methoxyphenyl)-1-methyl-3-(1-methyl-1H-pyrazolo[4,3-c]pyridin-7-yl)thieno[3,2-d]pyrimidine-2,4(1H,3H)-dione